N1(CCCC1)[Al]N1CCCC1 bis(pyrrolidinyl)(aluminum)